ethyl-1-(3-chloropyridin-2-yl)-3-pyrazolidinone C(C)N1N(CCC1=O)C1=NC=CC=C1Cl